secondary hexyl acetate C(C)(=O)OC(C)CCCC